3-(6-methoxy-1-oxo-3,4-dihydroisoquinolin-2(1H)-yl)piperidine-2,6-dione COC=1C=C2CCN(C(C2=CC1)=O)C1C(NC(CC1)=O)=O